4-bromo-3-(difluoromethoxy)-benzaldehyde BrC1=C(C=C(C=O)C=C1)OC(F)F